C(CCC)OC(C1CCN(CC1)C=1C=C2CN(C(C2=CC1F)=O)[C@@H]1C(NC(CC1)=O)=O)OCCCC (3S)-3-{5-[4-(Dibutoxymethyl)piperidin-1-yl]-6-fluoro-1-oxo-1,3-dihydro-2H-isoindol-2-yl}piperidine-2,6-dione